CN1C(C(C2=CC=CC=C12)(CC(CCCC(C)=O)C)C)=O 1,3-Dimethyl-3-(2-methyl-6-oxoheptyl)indolin-2-one